1-(4-cyanophenyl)-4-nitro-3-(trifluoromethyl)-1H-pyrazole-5-carbonyl chloride C(#N)C1=CC=C(C=C1)N1N=C(C(=C1C(=O)Cl)[N+](=O)[O-])C(F)(F)F